COC=1C=C2C(=CC=NC2=CC1OC)N1CCC(CC1)C1(CC1)CO (1-(1-(6,7-dimethoxyquinolin-4-yl)piperidin-4-yl)cyclopropyl)methanol